tert-Butyl [(2-chloro-5-{1-[2-chloro-4-(1,1,1,2,3,3,3-heptafluoropropan-2-yl)-6-(trifluoromethoxy) phenyl]-1H-pyrazol-4-yl}benzoyl)(1-cyanocyclopropyl)amino]methyl pentanedioate C(CCCC(=O)OCN(C1(CC1)C#N)C(C1=C(C=CC(=C1)C=1C=NN(C1)C1=C(C=C(C=C1OC(F)(F)F)C(C(F)(F)F)(C(F)(F)F)F)Cl)Cl)=O)(=O)OC(C)(C)C